racemic-((3R,5R,6S)-5-fluoro-6-methylpiperidin-3-yl)carbamic acid tert-butyl ester C(C)(C)(C)OC(N[C@H]1CN[C@H]([C@@H](C1)F)C)=O |r|